N1C=C(C2=CC=CC=C12)C1CCN(CC1)C1=CC2=C(C=N1)SC(=N2)N2CCOCC2 4-(6-(4-(1H-indol-3-yl)piperidin-1-yl)thiazolo[5,4-c]pyridin-2-yl)morpholine